16-(3-tetrahydropyran-2-yloxypropylsulfanyl)hexadecan-1-ol O1C(CCCC1)OCCCSCCCCCCCCCCCCCCCCO